5-Bromo-2-(3-chloro-pyridin-2-yl)-2H-pyrazole-3-carboxylic acid [2-bromo-4-cyano-6-(1-cyclopropyl-ethylcarbamoyl)-phenyl]-amide BrC1=C(C(=CC(=C1)C#N)C(NC(C)C1CC1)=O)NC(=O)C=1N(N=C(C1)Br)C1=NC=CC=C1Cl